OC(=O)C(F)(F)F.C(C)(=O)C1=NN(C2=CC=C(C=C12)C=1C=NC(=NC1)C)CC(=O)O 2-(3-acetyl-5-(2-methylpyrimidin-5-yl)-1H-indazol-1-yl)acetic acid TFA salt